ethyl 5-cyclopropyl-3-(2,6-dichloro-4-fluorophenyl)isoxazole-4-carboxylate C1(CC1)C1=C(C(=NO1)C1=C(C=C(C=C1Cl)F)Cl)C(=O)OCC